(2S,4R)-1-((S)-2-aminopropionyl)-4-hydroxy-N-(4-(4-methylthiazol-5-yl)benzyl)pyrrolidine-2-carboxamide N[C@H](C(=O)N1[C@@H](C[C@H](C1)O)C(=O)NCC1=CC=C(C=C1)C1=C(N=CS1)C)C